5-(3-(3-methylbut-1-ynyl)phenoxy)-1H-1,2,3-triazole-4-carboxylic acid CC(C#CC=1C=C(OC2=C(N=NN2)C(=O)O)C=CC1)C